2-(Chloromethyl)-3-(((2S)-oxetan-2-yl)methyl)benzo[d]imidazole-5-carboxylic acid methyl ester COC(=O)C1=CC2=C(N=C(N2C[C@H]2OCC2)CCl)C=C1